BrC1=C(C(=CC=C1)F)C(C=CN(C)C)=O 1-(2-bromo-6-fluoro-phenyl)-3-(dimethylamino)prop-2-en-1-one